3-(5-amino-2-(benzo[d]isoxazol-3-ylmethyl)-8-(1-ethyl-1H-pyrazol-5-yl)-[1,2,4]triazolo[1,5-c]pyrimidin-7-yl)benzonitrile NC1=NC(=C(C=2N1N=C(N2)CC2=NOC1=C2C=CC=C1)C1=CC=NN1CC)C=1C=C(C#N)C=CC1